FC=1C=CC2=C(CN(C3=NC4=C(C(NC[C@H](O2)C)=O)C=NN4C=C3)C)C1 (7R)-11-fluoro-7,14-dimethyl-6,7,13,14-tetrahydro-1,15-ethenopyrazolo[4,3-f][1,4,8,10]benzoxatriazacyclotridecin-4(5H)-one